N-(4-amino-5-(propanoyl-3,3,3-d3)pyridin-2-yl)cyclopropanecarboxamide 2,2,2-trifluoroacetate FC(C(=O)O)(F)F.NC1=CC(=NC=C1C(CC([2H])([2H])[2H])=O)NC(=O)C1CC1